C1(=CC=CC=C1)C(C)(C)C1=NN=C(O1)C(=O)OCC ethyl 5-(2-phenylpropane-2-yl)-1,3,4-oxadiazole-2-carboxylate